ClC=1C=CC(=NC1OC)C1=CN(C=2N=CN=C(C21)N)C 5-(5-chloro-6-methoxypyridin-2-yl)-7-methyl-7H-pyrrolo[2,3-d]pyrimidin-4-amine